B([O-])([O-])Br.[Ba+2].[Pb+2].B([O-])([O-])Br lead barium bromoborate